(4-amino-2,5-difluorobenzyl)carbamic acid tert-butyl ester C(C)(C)(C)OC(NCC1=C(C=C(C(=C1)F)N)F)=O